C(C1=CC=CC=C1)N1N=NC(=C1)C1=CC=CC=C1 1-benzyl-4-phenyl-1H-[1,2,3]triazole